FC1=CC(=C(C=C1)C1=CC(=CC=2C(N(CCOC21)CC2=NC=CC(=C2)C)=O)CN2C(=NC=C2)C)C 9-(4-Fluoro-2-methylphenyl)-7-((2-methyl-1H-imidazol-1-yl)methyl)-4-((4-methylpyridin-2-yl)methyl)-3,4-dihydrobenzo[f][1,4]oxazepin-5(2H)-one